4-(2-acryloylethoxy)-2-hydroxybenzophenone C(C=C)(=O)CCOC1=CC(=C(C(=O)C2=CC=CC=C2)C=C1)O